N1C(=NC2=C1C=CC=C2)C2=CC(=NN2CC2=CC=C(C=C2)OC)C=2C(=NC=C(N2)Cl)C(=O)N [5-(1H-benzimidazol-2-yl)-1-[(4-methoxyphenyl)methyl]pyrazol-3-yl]-5-chloro-pyrazine-2-carboxamide